NC1=CC=C(C=C1)CCN1[C@@H](O[C@@H](C1)C)C1=CN(C=C1C1=CC=C(C=C1)F)C1=CC=C(C=C1)Br (2S,5R)-3-(4-aminophenyl-ethyl)-2-(1-(4-bromophenyl)-4-(4-fluorophenyl)-1H-pyrrol-3-yl)-5-methyl-oxazolidine